1,3,3-trimethyl-1,2,3,4-tetrahydroquinoxaline CN1CC(NC2=CC=CC=C12)(C)C